C1=CC=CC=2C3=CC=CC=C3C(C12)COC(=O)N[C@](C(=O)O)(CCCCNC(CCCCCCCCCCCCC)=O)C (2S)-2-(9H-fluoren-9-ylmethoxycarbonylamino)-2-methyl-6-(tetradecanoylamino)hexanoic acid